N,N,N-trimethyl-2-((2-methylbutanoyl)oxy)ethan-1-aminium C[N+](CCOC(C(CC)C)=O)(C)C